3-(5-methoxy-3-methyl-2-nitrophenyl)-3-oxopropanoic acid ethyl ester C(C)OC(CC(=O)C1=C(C(=CC(=C1)OC)C)[N+](=O)[O-])=O